C(C1=CC=CC=C1)OC1=CC=C(C=C1)C=1C(=NN2C1N=CC1=CC=CC=C21)C(C)(C)C (4-(benzyloxy)phenyl)-2-(tert-butyl)pyrazolo[1,5-a]quinazoline